C(C1=CC=CC=C1)N1C2=NC=NC(=C2N=C1C1=C(C=C(OCCN2CC3(C2)CC(C3)O)C=C1)Cl)OC1(CC1)C 2-(2-(4-(9-benzyl-6-(1-methyl-cyclopropoxy)-9H-purin-8-yl)-3-chlorophenoxy)ethyl)-2-azaspiro[3.3]heptan-6-ol